C(#N)CCOC(=O)C1=C(NC=2C3=C(N=C(C2C1C1=C(C=C(C=C1)C#N)OC)OCC)C=CS3)C 2-cyanoethyl-6-(4-cyano-2-methoxyphenyl)-5-ethoxy-8-methyl-6,9-dihydrothieno[3,2-h][1,6]naphthyridine-7-carboxylate